(1R,4R)-1-ethyl-N-(4-((S)-1-(2-methyl-1H-imidazol-1-yl)ethyl)phenyl)-2-oxabicyclo[2.2.1]heptane-4-carboxamide C(C)[C@@]12OC[C@@](CC1)(C2)C(=O)NC2=CC=C(C=C2)[C@H](C)N2C(=NC=C2)C